C([S-])(OCCNC(=S)NCC1=CC=CC=C1)=S O-(2-(3-benzylthioureido) ethyl) dithiocarbonate